(2R)-N-(4-cyclopropylphenyl)-1-[(2-methyl-1,3-benzoxazol-7-yl)methyl]piperidine-2-carboxamide C1(CC1)C1=CC=C(C=C1)NC(=O)[C@@H]1N(CCCC1)CC1=CC=CC=2N=C(OC21)C